ClC=1C=C(C=C(C1CC1=CC(=C(C=C1)O)CN1C(CCC1)=O)Cl)CC(=O)O 2-(3,5-dichloro-4-(4-hydroxy-3-((2-oxopyrrolidin-1-yl)methyl)benzyl)phenyl)acetic acid